(3S,4R)-4-[4-[4-[2-(5-fluoro-2-pyridinyl)-2-hydroxy-ethoxy]-3-(trifluoromethyl)pyrazolo[1,5-a]pyridin-6-yl]-5-methyl-triazol-1-yl]piperidin-3-ol FC=1C=CC(=NC1)C(COC=1C=2N(C=C(C1)C=1N=NN(C1C)[C@H]1[C@H](CNCC1)O)N=CC2C(F)(F)F)O